tris(isopropoxy)vanadium oxide [O-2].C(C)(C)O[V+2](OC(C)C)OC(C)C